N-[[4-(5-amino-4-cyano-1-tetrahydropyran-3-yl-pyrazol-3-yl)-2,3-difluoro-phenyl]methyl]-5-fluoro-2-methoxy-benzamide NC1=C(C(=NN1C1COCCC1)C1=C(C(=C(C=C1)CNC(C1=C(C=CC(=C1)F)OC)=O)F)F)C#N